NC1CCC(CC1)C(=O)NC1=CC(=C(C=C1)OC)Cl (1s,4s)-4-amino-N-(3-chloro-4-methoxyphenyl)cyclohexanecarboxamide